2,6-bis(1,1-dimethylethyl)-2,5-cyclohexadiene-1,4-dione CC(C)(C)C=1C(C(=CC(C1)=O)C(C)(C)C)=O